(S)-5-(6-(tert-butylamino)-4-(trifluoromethyl)pyridin-3-yl)-N-(2-hydroxy-2-methylpropyl)-4-(2-methylpiperidine-1-carbonyl)thiazole-2-carboxamide isotridecyl-methacrylate C(CCCCCCCCCC(C)C)OC(C(=C)C)=O.C(C)(C)(C)NC1=CC(=C(C=N1)C1=C(N=C(S1)C(=O)NCC(C)(C)O)C(=O)N1[C@H](CCCC1)C)C(F)(F)F